ClC=1C=C(C=C(C1)Cl)C=1CC2=CC=CC=C2C1 2-(3,5-dichlorophenyl)-1H-indene